C(C)(=O)C=1C=C(C=C2C(N(C(=NC12)N1CCOCCC1)CC)=O)C 8-acetyl-3-ethyl-6-methyl-2-(1,4-oxazepan-4-yl)quinazolin-4-one